ClC=1C=C(C=C(C1O)Cl)C=1N=C2C(=C(C=NC2=CC1)C(C)=O)NC1CCC(CC1)CN1CCCC1 1-(6-(3,5-dichloro-4-hydroxyphenyl)-4-(4-(pyrrolidin-1-ylmethyl)cyclohexylamino)-1,5-naphthyridin-3-yl)ethanone